CN(CC(CO)NC(=O)C1=C(OC2=C1C=C(C=C2)OCC2=CN=C(S2)C)C)C N-(1-(dimethylamino)-3-hydroxypropan-2-yl)-2-methyl-5-((2-methylthiazol-5-yl)methoxy)benzofuran-3-carboxamide